C(C)[N+]1(CCCCC1)CCCCO 1-ethyl-1-(4-hydroxybutyl)piperidin-1-ium